BrC=1C(=C(C=C(C1)F)C(C)=O)C 1-(3-bromo-5-fluoro-2-methylphenyl)ethan-1-one